(R)-4-chloro-5-(3-((4-(2,5-dihydro-1H-pyrrol-3-yl)pyridin-2-yl)oxy)pyrrolidin-1-yl)pyridazin-3(2H)-one ClC=1C(NN=CC1N1C[C@@H](CC1)OC1=NC=CC(=C1)C=1CNCC1)=O